CC1C(=O)OC(C1)CC methyl-γ-caprolactone